N-methyl-2-((5-(methylcarbamoyl)-1H-pyrrol-3-yl)amino)quinazoline-7-carboxamide CNC(=O)C1=CC=C2C=NC(=NC2=C1)NC1=CNC(=C1)C(NC)=O